((2S,4S)-4-(4-(pyrimidin-2-yl)piperazin-1-yl)pyrrolidin-2-yl)(pyrrolidin-1-yl)methanone N1=C(N=CC=C1)N1CCN(CC1)[C@H]1C[C@H](NC1)C(=O)N1CCCC1